(2R)-1-{[1-(6-chloro-3-fluoropyridin-2-yl)ethyl]amino}propan-2-ol (S)-camphorsulfonate [C@]12(C(=O)CC(CC1)C2(C)C)CS(=O)(=O)O[C@@H](CNC(C)C2=NC(=CC=C2F)Cl)C